C1(CCCCC1)CCNC=1SC(=C(N1)C)C=1C=CC(=C(C1)S(=O)(=O)NC1CCNCC1)OC 5-[2-(2-cyclohexylethylamino)-4-methyl-thiazol-5-yl]-2-methoxy-N-(4-piperidyl)benzenesulfonamide